N-((3S,4S,6r)-4-amino-6-((S)-1-(4-fluorophenyl)-1,2,3,4-tetrahydroisoquinoline-2-carbonyl)tetrahydro-2H-pyran-3-yl)methanesulfonamide N[C@@H]1[C@@H](CO[C@H](C1)C(=O)N1[C@H](C2=CC=CC=C2CC1)C1=CC=C(C=C1)F)NS(=O)(=O)C